COC1=CC=C(CN2S(COC(C2)CO)(=O)=O)C=C1 [4-(4-methoxybenzyl)-3,3-dioxido-1,3,4-oxathiazinan-6-yl]methanol